((2S,6R)-2,6-dimethylmorpholino)methanone C[C@@H]1O[C@@H](CN(C1)C=O)C